6-Chloro-3-[[(1R)-1-[3,6-dimethyl-2-(2-methylpyrazol-3-yl)-4-oxo-chromen-8-yl]ethyl]amino]pyridine-2-carbonitrile ClC1=CC=C(C(=N1)C#N)N[C@H](C)C=1C=C(C=C2C(C(=C(OC12)C=1N(N=CC1)C)C)=O)C